OC(C(=O)[O-])CCC(=O)[O-] 2-Hydroxypentandioat